3-ETHOXYSALICYLALDEHYDE C(C)OC1=C(C(C=O)=CC=C1)O